N12CCCN=C2NCCC1 1,5,7-triaza-bicyclo[4.4.0]dec-5-ene